ClC1=C(C=CC=C1)N1C(=CC2=CC=CC=C12)C(=O)N1[C@@H](CC2(CN(C2)C(C=C)=O)CC1)C (R)-1-(7-(1-(2-chlorophenyl)-1H-indole-2-carbonyl)-6-methyl-2,7-diazaspiro[3.5]nonan-2-yl)prop-2-en-1-one